OCC(C)NC(OC(C)(C)C)=O tert-butyl N-(1-hydroxypropan-2-yl)carbamate